N(C1=CC=CC=C1)C=C(C=O)[N+](=O)[O-] 3-ANILINO-2-NITROACRYLALDEHYDE